N=1C=NN2C1C=C(C=C2)OC2=C(C(=C(C=C2)NC=2C1=C(N=CN2)C=CC(=N1)N1C[C@@H](NCC1)COC)F)C (R)-N-(4-([1,2,4]triazolo[1,5-a]pyridin-7-yloxy)-2-fluoro-3-methylphenyl)-6-(3-(methoxymethyl)piperazin-1-yl)pyrido[3,2-d]pyrimidin-4-amine